C1(CCCC1)C1=CNC=2N=CN=C(C21)N[C@H]2CN(CCC2)C(=O)OC(C)(C)C tert-butyl (R)-3-((5-cyclopentyl-7H-pyrrolo[2,3-d]pyrimidin-4-yl)amino)piperidine-1-carboxylate